7-bromo-6-fluoro-3-(6-methoxy-4-isoquinolinyl)-1H-quinazoline-2,4-dione BrC1=C(C=C2C(N(C(NC2=C1)=O)C1=CN=CC2=CC=C(C=C12)OC)=O)F